methyl 2-amino-4-bromo-3-chloro-benzoate NC1=C(C(=O)OC)C=CC(=C1Cl)Br